1-{4-[(2-amino-4-pyrimidinyl)oxy]-3-ethylphenyl}-3-[3-(trifluoromethyl)phenyl]-2-imidazolidinone NC1=NC=CC(=N1)OC1=C(C=C(C=C1)N1C(N(CC1)C1=CC(=CC=C1)C(F)(F)F)=O)CC